((3-((2,4-dichlorophenoxy)methyl)phenyl)(methoxy)methyl)piperidine-1-carboxylic acid tert-butyl ester C(C)(C)(C)OC(=O)N1C(CCCC1)C(OC)C1=CC(=CC=C1)COC1=C(C=C(C=C1)Cl)Cl